Cl.O[C@]1(C([C@@](CCC1)(C1=CC=C(C=C1)C(F)(F)F)NC)=O)C (2R,6R)-2-hydroxy-2-methyl-6-methylamino-6-(4-(trifluoromethyl)phenyl)cyclohexane-1-one hydrochloride